C(C)(C)(C)C1=CC=CC2=CC3=CC=CC=C3C(=C12)OC(=O)CCC(=O)O 1-(tert-butyl)-9-(2-carboxyethyl)carbonyloxyanthracene